3-(4-(3-(tert-butoxycarbonyl)bicyclo[1.1.1]pentan-1-yl)phenyl)propanoic acid C(C)(C)(C)OC(=O)C12CC(C1)(C2)C2=CC=C(C=C2)CCC(=O)O